C(C)(=O)C1(NCCC2=CC(=CC=C12)NC1=NC=C(C(=N1)C=1C=NN(C1)C(C)C)C)C Acetylmethyl-N-(4-(1-isopropyl-1H-pyrazol-4-yl)5-methylpyrimidin-2-yl)-1,2,3,4-tetrahydroisoquinolin-6-amine